FC(F)(F)C1=C(C=CC=C1)C1=CC=CC=C1 (trifluoromethyl)-[1,1'-biphenyl]